3-(5-((R)-4-methyl-2-oxo-3-(pyrimidin-4-yl)imidazolidin-1-yl)-1-oxoisoindolin-2-yl)piperidine-2,6-dione C[C@H]1N(C(N(C1)C=1C=C2CN(C(C2=CC1)=O)C1C(NC(CC1)=O)=O)=O)C1=NC=NC=C1